P(=O)(OC(C(F)(F)F)C(F)(F)F)(OC(C(F)(F)F)C(F)(F)F)OC(C(F)(F)F)C(F)(F)F tri-(hexafluoroisopropyl) phosphate